benzyl (2S,4S)-4-[(dimethylamino)methyl]-4-fluoro-1-[2-(4-phenoxybutanamido)acetyl]pyrrolidine-2-carboxylate CN(C)C[C@]1(C[C@H](N(C1)C(CNC(CCCOC1=CC=CC=C1)=O)=O)C(=O)OCC1=CC=CC=C1)F